ethyl 2,2-difluoro-3-(4-(((5-phenyl-1,3,4-thiadiazol-2-yl)methyl)carbamoyl)-1H-1,2,3-triazol-1-yl)propanoate FC(C(=O)OCC)(CN1N=NC(=C1)C(NCC=1SC(=NN1)C1=CC=CC=C1)=O)F